C(C1=CC=CC=C1)(=O)O[C@H]1C=2C(=NN(C2CCC1(F)F)CC(CC)(F)F)C(F)(F)F [(4S)-1-(2,2-difluorobutyl)-5,5-difluoro-3-(trifluoromethyl)-6,7-dihydro-4H-indazol-4-yl] benzoate